NC=1C2=C(N=C(N1)OCCCC)C(=NN2)CC2=C(C=C(CN1C[C@H](CC1)NC([C@H](O)C1CC1)=O)C=C2)OC (R)-N-((S)-1-(4-((7-amino-5-butoxy-1H-pyrazolo[4,3-d]pyrimidin-3-yl)methyl)-3-methoxybenzyl)pyrrolidin-3-yl)-2-cyclopropyl-2-hydroxyacetamide